(1E,6E)-1,7-bis(3,4-dimethoxyphenyl)hepta-1,6-diene-3,5-dione COC=1C=C(C=CC1OC)\C=C\C(CC(\C=C\C1=CC(=C(C=C1)OC)OC)=O)=O